C(C)(C)(C)C1N(CCC1NC(=O)[C@H]1CCN(C2(CC2)C1)C(=O)C1=NNC(=C1)C1=CC(=NC=C1F)OC)C(=O)OC(C)O[Si](C)(C)C(C)(C)C ((tert-butyldimethylsilyl)oxy)ethan-1-ol tert-butyl-3-[(7S)-4-[5-(5-fluoro-2-methoxypyridin-4-yl)-1H-pyrazole-3-carbonyl]-4-azaspiro[2.5]octane-7-amido]pyrrolidine-1-carboxylate